4'-(6-hydroxy-hexyloxy)chalcone OCCCCCCOC1=CC=C(C(/C=C/C2=CC=CC=C2)=O)C=C1